C(CC)OC1=CC=C(C=C1)C1=CC=C(C=C1)C#N 4'-propoxy-4-Biphenylcarbonitrile